FC=1C=C(CN2C(NC3=NC=C(C=C32)C=3C=CN2N=CN=C(C23)OC)(C)CCO)C=C(C1)F 2-(1-(3,5-difluorobenzyl)-6-(4-methoxypyrrolo[2,1-f][1,2,4]triazin-5-yl)-2-methyl-1H-imidazo[4,5-b]pyridin-2-yl)ethanol